5-((3-(3-((3-Chloro-4-cyclopropoxybenzyl)amino)propanamido)propyl)amino)benzo[c][2,6]naphthyridine-8-carboxamide ClC=1C=C(CNCCC(=O)NCCCNC2=NC3=C(C4=CN=CC=C24)C=CC(=C3)C(=O)N)C=CC1OC1CC1